pentyl (9Z,12Z)-octadeca-9,12-dienoate C(CCCCCCC\C=C/C\C=C/CCCCC)(=O)OCCCCC